CC1=C(OCC2=CC=C(C=C2)C2=NC3=C(N2)C=CC=C3C(=O)N)C=C(C=C1)C 2-(4-((2,5-dimethylphenoxy)methyl)phenyl)-1H-benzimidazole-4-carboxamide